4-chloro-5-[[(3S)-3-fluorotetrahydropyran-3-yl]methylamino]-2-[6-[4-(1-hydroxy-1-methyl-ethyl)phenoxy]-3-pyridyl]pyridazin-3-one ClC=1C(N(N=CC1NC[C@@]1(COCCC1)F)C=1C=NC(=CC1)OC1=CC=C(C=C1)C(C)(C)O)=O